CC1=CC=CC(=N1)N1CCN(CC1)C(=O)C1(CCCC1)NC1=CC=C(C#N)C=C1 4-((1-(4-(6-methylpyridin-2-yl)piperazine-1-carbonyl)cyclopentyl)amino)benzonitrile